Dioctylazelat C(CCCCCCC)OC(CCCCCCCC(=O)OCCCCCCCC)=O